N-(3-(N-(tert-butyl)sulfamoyl)phenyl)-6-((4-hydroxy-2-methylbutan-2-yl)amino)-2-(6-azaspiro[2.5]octan-6-yl)nicotinamide C(C)(C)(C)NS(=O)(=O)C=1C=C(C=CC1)NC(C1=C(N=C(C=C1)NC(C)(CCO)C)N1CCC2(CC2)CC1)=O